OC1=CC=CC=C1 p-hydroxybenzene